6-chloro-1H-pyrazolo[4,3-C]pyridin-3-ol ClC1=CC2=C(C=N1)C(=NN2)O